CC(C(=O)NC1=CC=C(C=C1)OC1=CC=CC2=C1C(=NO2)C)(C)NC(OC(C)(C)C)=O 1,1-dimethylethyl [1,1-dimethyl-2-({4-[(3-methyl-1,2-benzisoxazol-4-yl)oxy]phenyl}amino)-2-oxoethyl]carbamate